NC1=NC=C(C2=C1C=NN2)NC(C(=O)N2C(CC(C(C2)C)OC)C2=CC=C(C=C2)F)=O Racemic-N-(4-amino-1H-pyrazolo[4,3-c]pyridin-7-yl)-2-(2-(4-fluorophenyl)-4-methoxy-5-methylpiperidin-1-yl)-2-oxoacetamide